N-((R)-8,9-Difluoro-6-oxo-1,4,5,6-tetrahydro-2H-pyrano[3,4-c]isoquinolin-1-yl)-(2R)-hydroxy-N-methyl-2-phenylpropanamide FC=1C(=CC=2C3=C(NC(C2C1)=O)COC[C@@H]3N(C([C@@](C)(C3=CC=CC=C3)O)=O)C)F